C(C)(=O)NCCOC1=C(C=CC(=C1)N)N 2-β-acetamidoethyloxy-p-phenylenediamine